(6S)-6-{2-Chloro-3-[2-fluoro-4-(methylsulfonyl)phenyl]phenyl}-3-[(1R*,3R*)-4,4-difluoro-3-methoxycyclohexyl]-2-imino-6-methylhexahydropyrimidin-4-one hydrochloride Cl.ClC1=C(C=CC=C1C1=C(C=C(C=C1)S(=O)(=O)C)F)[C@@]1(CC(N(C(N1)=N)[C@H]1C[C@H](C(CC1)(F)F)OC)=O)C |o1:26,28|